CC=1C(C(C=CC1)C(=O)O)C(=O)O 3-methyl-3,5-cyclohexadiene-1,2-dicarboxylic acid